S(=O)(=O)([O-])[O-].C[N+](C)(CCO)CC.C[N+](CC)(CCO)C methyl-ethyl-hydroxyethyl-methyl-ammonium sulfate